N1C(=NC2=C1C=CC=C2)C2=CC(=NN2)NC(=O)C=2C=NC(=CC2)OC N-[5-(1H-benzimidazol-2-yl)-1H-pyrazol-3-yl]-6-methoxy-pyridine-3-carboxamide